NCC(=O)[N] glycyl-nitrogen